(R)-3-(5-(3-((cyclopropylmethyl)amino)piperidin-1-yl)pyridin-2-yl)-N-(4-oxo-4H-pyrido[1,2-a]pyrimidin-2-yl)oxetane-3-carboxamide C1(CC1)CN[C@H]1CN(CCC1)C=1C=CC(=NC1)C1(COC1)C(=O)NC=1N=C2N(C(C1)=O)C=CC=C2